3-(3-(4-(((2-fluorophenyl)amino)methyl)benzyl)isoxazol-5-yl)pyridin-2-amine FC1=C(C=CC=C1)NCC1=CC=C(CC2=NOC(=C2)C=2C(=NC=CC2)N)C=C1